C(C)(=O)O[C@H]1[C@H](O[C@@H]([C@@H]([C@H]1OC(C)=O)OC(C(C)(C)C)=O)CC(C)C)COC(C)=O (2R,3S,4R,5S,6R)-2-(acetoxymethyl)-6-isobutyl-5-(pivaloyloxy)tetrahydro-2H-pyran-3,4-diyl diacetate